3-difluoromethyl-1-methyl-1H-pyrazole-4-carboxylic acid [2-(2,4-dichlorophenyl)-2-methoxy-1-methyl-ethyl]-amide ClC1=C(C=CC(=C1)Cl)C(C(C)NC(=O)C=1C(=NN(C1)C)C(F)F)OC